benzyl (S)-4-(2-(((S)-1-(but-3-yn-1-yl)pyrrolidin-2-yl)methoxy)-7-(8-methylnaphthalen-1-yl)-5,6,7,8-tetrahydropyrido[3,4-d]pyrimidin-4-yl)-2-(cyanomethyl)piperazine-1-carboxylate C(CC#C)N1[C@@H](CCC1)COC=1N=C(C2=C(N1)CN(CC2)C2=CC=CC1=CC=CC(=C21)C)N2C[C@@H](N(CC2)C(=O)OCC2=CC=CC=C2)CC#N